O=C1CCC12CCN(CC2)C(=O)[O-] oxo-7-azaspiro[3.5]nonane-7-carboxylate